O-(cis-3-(2-(5,6,7,8-tetrahydro-1,8-naphthyridin-2-yl)ethyl)cyclobutyl)-N-(4-(trifluoromethyl)tetrahydro-2H-pyran-4-carbonyl)homoserine N1=C(C=CC=2CCCNC12)CC[C@H]1C[C@H](C1)OCC[C@H](NC(=O)C1(CCOCC1)C(F)(F)F)C(=O)O